FC1=C(C=C(C=C1)F)C1=NN([C@@](S1)(C1=CC=CC=C1)CCCN(C(OC(C)(C)C)=O)C)C(N(C)OC)=O tert-butyl (S)-(3-(5-(2,5-difluorophenyl)-3-(methoxy(methyl) carbamoyl)-2-phenyl-2,3-dihydro-1,3,4-thiadiazol-2-yl)propyl)(methyl)carbamate